6-methylquinazolin-4(1H)-one CC=1C=C2C(N=CNC2=CC1)=O